5-(5-cyano-2-methoxyphenyl)-1,3,4-oxadiazole-2-carboxylic acid ethyl ester C(C)OC(=O)C=1OC(=NN1)C1=C(C=CC(=C1)C#N)OC